2-Amino-6,7,8,9,10,11-hexahydro-5,9:7,11-dimethano-5H-benzocyclononen NC=1C=CC2=C(C3CC4CC(CC2C4)C3)C1